ClC1=NC=CC(=C1OC)C1=C(C=NC(=C1)C)C(=O)NC=1SC(=NN1)OCC1=NC=C(C=C1)Cl 2'-chloro-N-(5-((5-chloropyridin-2-yl)methoxy)-1,3,4-thiadiazol-2-yl)-3'-methoxy-6-methyl-(4,4'-bipyridine)-3-carboxamide